C1(CC1)C1(C(NC[C@H]1C)=O)C#N (4S)-3-Cyclopropyl-4-methyl-2-oxopyrrolidine-3-carbonitrile